(R)-2-(thiophen-3-ylmethyl)-2-vinylindoline S1C=C(C=C1)C[C@@]1(NC2=CC=CC=C2C1)C=C